BrC1=CC=C(C=C1)C(/C=C/C1=CC(=C(OC(C(=O)O)(C)C)C=C1)C1CCCCC1)=O 2-[4-[(E)-3-(4-Bromophenyl)-3-oxoprop-1-enyl]-2-cyclohexylphenoxy]-2-methylpropanoic acid